5-(hydroxymethyl)-6-azaspiro[2.5]octane-6-carboxylic acid tert-butyl ester C(C)(C)(C)OC(=O)N1C(CC2(CC2)CC1)CO